2-Ethyl-6-[1-(2-fluoro-6-methyl-phenyl)-piperidin-4-yl]-4-(2-trifluoromethyl-benzyl)-2,4,6,7-tetrahydro-pyrazolo[4,3-d]pyrimidin-5-on C(C)N1N=C2C(N(C(N(C2)C2CCN(CC2)C2=C(C=CC=C2C)F)=O)CC2=C(C=CC=C2)C(F)(F)F)=C1